N-(1-(3,4-dichlorophenyl)-3-methyl-1H-pyrazolo[3,4-b]pyridin-5-yl)acrylamide ClC=1C=C(C=CC1Cl)N1N=C(C=2C1=NC=C(C2)NC(C=C)=O)C